hydroxybenzyl-tetrazole OC(C1=CC=CC=C1)C1=NN=NN1